C(C)(C)(C)C=1OC=C(N1)C(=O)NC12CC(C(CC1)(CC2)NC(COC2=CC(=C(C=C2)Cl)F)=O)O 2-tert-butyl-N-{4-[2-(4-chloro-3-fluorophenoxy)acetylamino]-3-hydroxybicyclo[2.2.2]octan-1-yl}-1,3-oxazole-4-carboxamide